CC(C)(C)C(CCOC(C(C)C1=CC=CC=C1)=O)C(C(CCCCCCCCCCCCC)C(C)(C)C)O 3,5-bis(1,1-dimethylethyl)-4-hydroxyoctadecyl-phenylpropionate